ClC=1C(=CC=C2N=CC(=NC12)C=1C=NN(C1)C[C@@H]1CS(CC1)(=O)=O)OC=1C=CC2=C(NC(=N2)C)C1 (R)-3-((4-(8-chloro-7-((2-methyl-1H-benzo[d]imidazol-6-yl)oxy)quinoxalin-2-yl)-1H-pyrazol-1-yl)methyl)tetrahydrothiophene 1,1-dioxide